FC(CN1C(=NC=2C1=NC(=CC2)C2=CNC=1N=C(N=CC12)NC1CCN(CC1)C(C)=O)C)F 1-(4-((5-(3-(2,2-difluoroethyl)-2-methyl-3H-imidazo[4,5-b]pyridin-5-yl)-7H-pyrrolo[2,3-d]pyrimidin-2-yl)amino)piperidin-1-yl)ethan-1-one